N-(3-fluorophenyl)-N-methyl-[1,2,4]triazolo[4,3-a]quinazolin-5-amine FC=1C=C(C=CC1)N(C1=NC=2N(C3=CC=CC=C13)C=NN2)C